C1(CC1)N1N=CC(=C1)[C@H]1CN(C[C@H](O1)C)C1=NC2=NC(=C(N=C2C(=N1)C1CC(C1)C(F)(F)F)C)C (2S,6R)-2-(1-cyclopropylpyrazol-4-yl)-4-[6,7-dimethyl-4-[3-(trifluoromethyl)cyclobutyl]pteridin-2-yl]-6-methyl-morpholine